CC1=NOC(=C1C=1C=C(C=CC1OCCN1CCCC1)NC(=O)C1=C(N=CO1)C)C N-(3-(3,5-dimethylisoxazol-4-yl)-4-(2-(pyrrolidin-1-yl)ethoxy)phenyl)-4-methyloxazole-5-carboxamide